NC([C@@H](C=1SC=C(C1)C(N)=N)NC(=O)[C@H]1N(C[C@@H](C1)OC(F)F)C(CNC(C1=CC=C(C=C1)OC1=CC=CC=C1)=O)=O)=O |o1:2| (2S,4R)-N-((S*)-2-amino-1-(4-carbamimidoylthiophen-2-yl)-2-oxoethyl)-4-(difluoromethoxy)-1-((4-phenoxybenzoyl)glycyl)pyrrolidine-2-carboxamide